C[C@@H](C(=O)NC=1C=NN(C1C1=CC(=NC=C1)[C@H](CC=C)NC(OCC1=CC=CC=C1)=O)COCC[Si](C)(C)C)C=C benzyl ((S)-1-(4-(4-((R)-2-methylbut-3-enamido)-1-((2-(trimethylsilyl)ethoxy)methyl)-1H-pyrazol-5-yl)pyridin-2-yl)but-3-en-1-yl)carbamate